1-methylcyclotetradecanol CC1(CCCCCCCCCCCCC1)O